(1r,3s,5s,7r,8r,10s,13r)-5,7,9,9,13-pentamethyl-5-[(1E)-1-propen-1-yl]-4,6-dioxatetracyclo[6.5.1.01,10.03,7]tetradecane C[C@@]1(O[C@H]2C[C@@]34[C@H](C([C@H]([C@]2(O1)C)C4)(C)C)CC[C@H]3C)\C=C\C